nonyl (18Z,21Z)-9-isothiocyanatoheptacosa-18,21-dienoate N(=C=S)C(CCCCCCCC(=O)OCCCCCCCCC)CCCCCCCC\C=C/C\C=C/CCCCC